4-[[(2R,3R,4S,5R)-3-(3,4-Difluoro-2-hydroxy-phenyl)-4,5-dimethyl-5-(trifluoromethyl)tetrahydrofuran-2-carbonyl]amino]-1-oxido-pyridin-1-ium-2-carboxamid FC=1C(=C(C=CC1F)[C@@H]1[C@@H](O[C@]([C@H]1C)(C(F)(F)F)C)C(=O)NC1=CC(=[N+](C=C1)[O-])C(=O)N)O